C1(C2C(C(O1)=O)C1C3C4C5C(C(OC5=O)=O)C(C3C2C1)C4)=O decahydro-1H,3H-4,10:5,9-dimethanonaphtho[2,3-c:6,7-c']difuran-1,3,6,8-Tetraone